Cl.O=C1NC=C(C=C1C=1C=NC(=CC1)N1CCNCC1)\C=C\1/C(NC(S1)=O)=O (E)-5-((2-oxo-6'-(piperazin-1-yl)-1,2-dihydro-[3,3'-bipyridin]-5-yl)methylene)thiazolidine-2,4-dione hydrochloride